NC1=C(C2=C(S1)CCC21CNC1)C#N 2-amino-spiro[5,6-dihydro-cyclopenta[b]thiophene-4,3'-azetidine]-3-carbonitrile